C(C)(C)(C)OC(=O)N(C(C(=O)O)C1=CC=C(C=C1)F)C 2-((tert-Butoxycarbonyl)(methyl)amino)-2-(4-fluorophenyl)acetic acid